ClC=1C=C(CC=2C=CC(=NC2)NC(=O)C2=NN(C(=C2)O)C)C=CC1 N-(5-(3-chlorobenzyl)pyridin-2-yl)-5-hydroxy-1-methyl-1H-pyrazole-3-carboxamide